N-(4,4-difluoro-3-methylpyrrolidin-3-yl)methanesulfonamide FC1(C(CNC1)(C)NS(=O)(=O)C)F